methyl 3,3-dimethyl-2-oxoindoline-7-carboxylate CC1(C(NC2=C(C=CC=C12)C(=O)OC)=O)C